O1C(OC2=CC=CC=C12)OC(=O)C1N(CCOC1)C(=O)OC(C)(C)C morpholine-3,4-dicarboxylic acid 4-(tert-butyl) 3-(1,3-dioxaindol-2-yl) ester